(5-methylpyridin-2-yloxy)-cyclohexanecarboxylic acid methyl ester COC(=O)C1(CCCCC1)OC1=NC=C(C=C1)C